bis(2,4-pentanedione) iron (II) dihydrate O.O.[Fe+2].CC(CC(C)=O)=O.CC(CC(C)=O)=O